C(C)OC1=CC=C(C=C1)/C=C/C(=O)C1=CC=C(C=C1)O (2E)-3-(4-Ethoxyphenyl)-1-(4-hydroxyphenyl)prop-2-en-1-one